5-(2-Methoxy-phenyl)-1H-pyrazole-3-carboxylic acid {2-[4-(2-chloro-phenylamino)-piperidin-1-yl]-2-oxo-ethyl}-amide ClC1=C(C=CC=C1)NC1CCN(CC1)C(CNC(=O)C1=NNC(=C1)C1=C(C=CC=C1)OC)=O